C(C)N(CCCNC(=O)C1=CC2=C(N3C(S2)=NC(=C3)C3=CC=C(C=C3)OC)C=C1)CC N-(3-(diethylamino)propyl)-2-(4-methoxyphenyl)benzo[d]imidazo[2,1-b]thiazole-7-carboxamide